NC=1N(C2=C(C=C(C=3CCN(CC23)C(=O)OC(C)(C)C)Br)N1)CCCCCOC1=C(C=NN1C)C1=NC(=CC(=C1)C(=O)OC)C methyl 2-[5-({5-[2-amino-5-bromo-8-(tert-butoxycarbonyl)-6H,7H,9H-imidazo[4,5-h]isoquinolin-1-yl] pentyl} oxy)-1-methylpyrazol-4-yl]-6-methylpyridine-4-carboxylate